[C@H](C)(CC)OC1=C(C(=O)OC)C=CC(=C1)OC (S)-methyl 2-(sec-butoxy)-4-methoxybenzoate